(S)-N-{(S)-1-[2-(Benzo[d]isoxazol-3-yl)phenyl]-2-[6-(methylsulfonyl)pyridine-2-yl]ethyl}propane-2-sulfinamide O1N=C(C2=C1C=CC=C2)C2=C(C=CC=C2)[C@H](CC2=NC(=CC=C2)S(=O)(=O)C)N[S@@](=O)C(C)C